Methyl 3α-Acetoxy-12-bromo-6α-ethyl-7,11-diketo-5β-cholan-24-oate C(C)(=O)O[C@H]1C[C@H]2[C@H](C([C@H]3[C@@H]4CC[C@H]([C@@H](CCC(=O)OC)C)[C@]4(C(C([C@@H]3[C@]2(CC1)C)=O)Br)C)=O)CC